C(C)[C@]1(C(OCC=2C(N3CC=4C(=NC5=CC(=C6C(=C5C4CNC([C@@H](C)O)=O)CCC6)F)C3=CC21)=O)=O)O (R)-N-(((S)-8-ethyl-4-fluoro-8-hydroxy-9,12-dioxo-2,3,8,9,12,14-hexahydro-1H,11H-cyclopenta[f]pyrano[3',4':6,7]indolizino[1,2-b]quinolin-15-yl)methyl)-2-hydroxypropionamide